rel-tert-Butyl (2R,4S)-4-(1-(2-(ethyl(isopropyl)carbamoyl)-4-fluorophenyl)-2-methyl-1H-pyrrolo[2,3-c]pyridine-3-carbonyl)-2-methylpiperidine-1-carboxylate C(C)N(C(=O)C1=C(C=CC(=C1)F)N1C(=C(C=2C1=CN=CC2)C(=O)[C@@H]2C[C@H](N(CC2)C(=O)OC(C)(C)C)C)C)C(C)C |o1:23,25|